N1C(=NC2=C1C=CC=C2)NC(O[C@H]2[C@H](NC[C@@H]2O)CC2=CC=C(C=C2)OC)=O (2R,3S,4S)-4-hydroxy-2-[(4-methoxyphenyl)methyl]pyrrolidin-3-yl N-(1H-1,3-benzodiazol-2-yl)carbamate